4-allyl-2-fluoro-6-methylbenzonitrile C(C=C)C1=CC(=C(C#N)C(=C1)C)F